1-((4-(5-chloro-2-((1-cyclopropyl-1H-pyrazol-4-yl)amino)pyrimidin-4-yl)-2-fluorophenoxy)methyl)cyclopropanecarbonitrile ethyl(2,4,6-trimethylbenzoyl)phenyl-phosphinate C(C)OP(=O)(C1=CC=CC=C1)C(C1=C(C=C(C=C1C)C)C)=O.ClC=1C(=NC(=NC1)NC=1C=NN(C1)C1CC1)C1=CC(=C(OCC2(CC2)C#N)C=C1)F